C(C)(C)(C)C1=C(C(=CC(=C1)C1=CC=C(C=C1)C(C)(C)C)C(C)(C)C)O 2,6-di-tert-butyl-4-(4-tert-butylphenyl)phenol